The molecule is a member of the class of pyridines that is isonicotinic acid which is substituted by chlorine at positions 2 and 6. It has a role as an EC 1.11.1.11 (L-ascorbate peroxidase) inhibitor. It is an organochlorine compound, a monocarboxylic acid and a member of pyridines. C1=C(C=C(N=C1Cl)Cl)C(=O)O